tert-Butyl (2S)-({(1S)-1-cyano-2-[4-(4-methyl-3-oxo-1,2,3,4-tetrahydroquinoxalin-6-yl)phenyl]ethyl}carbamoyl)-1,4-oxazepane-4-carboxylate C(#N)[C@H](CC1=CC=C(C=C1)C=1C=C2N(C(CNC2=CC1)=O)C)NC(=O)[C@H]1OCCCN(C1)C(=O)OC(C)(C)C